BrC1=C(C2=C(C3=C(N=C(N(C3=O)CC3=CN=CO3)C3=C(C=C(C=C3)OC)C3CC3)S2)C=C1)OCOC 7-bromo-2-(2-cyclopropyl-4-methoxyphenyl)-8-(methoxymethoxy)-3-(oxazol-5-ylmethyl)benzo[4,5]thieno[2,3-d]pyrimidin-4(3H)-one